diphosphinoamine PNP